(1-methyl-1-phenylethyl)-phenyl phenyl carbonate C(OC1=C(C=CC=C1)C(C)(C1=CC=CC=C1)C)(OC1=CC=CC=C1)=O